C(CCCCCCCCC)N(S(=O)(=O)CCCCCCN(CCCCCCCC(=O)OC(CCCCCCCC)CCCCCCCC)CCO)CCCCCCCC heptadecan-9-yl 8-((6-(N-decyl-N-octylsulfamoyl)hexyl)(2-hydroxyethyl)amino)octanoate